2-(1,2-Dihydroxyethyl)-N'-((3-methyl-1,2,3,5,6,7-hexahydrodicyclopenta[b,e]pyridin-8-yl)carbamoyl)thiazole-5-sulfonimidamide OC(CO)C=1SC(=CN1)S(=O)(N)=NC(NC1=C2C(=NC3=C1CCC3)C(CC2)C)=O